C(C)N1CCN(CC1)CC=1C=CC(=NC1)NC1=NC=C(C(=N1)C1=CN=C2N1C=C(C=C2)C2=CC=CC=C2)F N-(5-((4-ethylpiperazin-1-yl)methyl)pyridin-2-yl)-5-fluoro-4-(6-phenylimidazo[1,2-a]pyridin-3-yl)pyrimidin-2-amine